9-Chloro-7-(2-isopropoxy-phenyl)-5H-benzo[c]pyrimido[4,5-e]azepin ClC=1C=CC2=C(C(=NCC3=C2N=CN=C3)C3=C(C=CC=C3)OC(C)C)C1